C1(CCCCC1)[C@@H](C(=O)NC1=C(C=CC=C1C)C)N1C(=NC2=C1C=CC=C2)C2=C(C=C(C=C2)OC)OC (S)-2-cyclohexyl-2-[2-(2,4-dimethoxy-phenyl)-benzimidazol-1-yl]-N-(2,6-dimethyl-phenyl)-acetamide